3-(tert-butyl)-N-((5R)-2-(2-(2,2-difluorocyclopropane-1-carboxamido)pyridin-4-yl)-6,7,8,9-tetrahydro-5H-benzo[7]annulen-5-yl)-1,2,4-oxadiazole-5-carboxamide C(C)(C)(C)C1=NOC(=N1)C(=O)N[C@@H]1CCCCC2=C1C=CC(=C2)C2=CC(=NC=C2)NC(=O)C2C(C2)(F)F